methyl-4-thiouridine-5'-monophosphate P(=O)(O)(O)OC[C@@H]1[C@H]([C@H]([C@@](O1)(N1C(=O)NC(=S)C=C1)C)O)O